FC1(C[C@H](NC1=O)COC1=NC=C(C2=CC(=C(C=C12)OC(C)C)C(=O)N)C#CC1CC(C1)(OC)OC)F (S)-1-((4,4-difluoro-5-oxopyrrolidin-2-yl)methoxy)-4-((3,3-dimethoxycyclobutyl)ethynyl)-7-isopropoxyisoquinoline-6-carboxamide